4-[(4-aminophenoxy)methoxy]aniline Nickel-Boron [B].[Ni].NC1=CC=C(OCOC2=CC=C(N)C=C2)C=C1